(S)-1-((2R,4R)-1-(4-(benzyloxy)-3,5-difluorobenzoyl)-4-fluoropyrrolidine-2-carbonyl)pyrrolidine-2-carbonitrile C(C1=CC=CC=C1)OC1=C(C=C(C(=O)N2[C@H](C[C@H](C2)F)C(=O)N2[C@@H](CCC2)C#N)C=C1F)F